(±)-(1R,2S,3S)-1,2-dimethylcyclobutane-1,3-diol C[C@@]1([C@H]([C@H](C1)O)C)O |r|